CN(CC1=C(C(=CC(=C1)CC)OC)OCCCCCCCCCC)C N,N-Di-methyl-1-(2-decyloxy-5-ethyl-3-methoxyphenyl)methanamin